2-[6-[(8-chloro-2-methyl-1-oxo-5-isoquinolyl)oxy]-2-azaspiro[3.3]heptan-2-yl]acetic acid ClC=1C=CC(=C2C=CN(C(C12)=O)C)OC1CC2(CN(C2)CC(=O)O)C1